CC(CCCCCCCCC(=O)SCCNC(CCNC([C@@H](C(COP(OP(OC[C@@H]1[C@H]([C@H]([C@@H](O1)N1C=NC=2C(N)=NC=NC12)O)OP(=O)(O)O)(=O)O)(=O)O)(C)C)O)=O)=O)CC=CCCCCC 10-methyl-octadec-12-enoyl-CoA